BrC(C1=C(C=CC2=C1CN(S2)C)F)Br 4-(dibromomethyl)-5-fluoro-2-methylbenzo[d]isothiazole